S1CCN(CC1)C(C=O)=O 2-thiomorpholinoethane-1,2-dione